COC(CC=O)CC(CC)C 3-methoxy-5-methyl-1-oxoheptane